p-carboxybenzenesulfonamide C1=CC(=CC=C1C(=O)O)S(=O)(=O)N